ClC1=CNC2=CC(=C(C=C12)CC(=O)O)F 2-(3-chloro-6-fluoro-1H-indol-5-yl)acetic acid